3-((2r,4s,5r)-4-hydroxy-5-(hydroxymethyl)tetrahydrofuran-2-yl)pyridin-2(1H)-one O[C@H]1C[C@@H](O[C@@H]1CO)C=1C(NC=CC1)=O